3-(3-hydroxy-4-nitrophenyl)-5,5-dimethylcyclohex-2-ene OC=1C=C(C=CC1[N+](=O)[O-])C1=CCCC(C1)(C)C